(E)-1-(3-((7-(8-chloronaphthalen-1-yl)-2-(((S)-1-methylpyrrolidin-2-yl)methoxy)-5,6,7,8-tetrahydropyrido[3,4-d]pyrimidin-4-yl)(methyl)amino)pyrrolidin-1-yl)-4-methoxybut-2-en-1-one ClC=1C=CC=C2C=CC=C(C12)N1CC=2N=C(N=C(C2CC1)N(C1CN(CC1)C(\C=C\COC)=O)C)OC[C@H]1N(CCC1)C